The molecule is a dialdehyde in which two formyl groups are attached to adjacent carbon centres on a benzene ring. It has a role as an epitope. It is a dialdehyde and a member of benzaldehydes. C1=CC=C(C(=C1)C=O)C=O